tert-butyl N-[(2S)-1-bromo-3-(difluoromethoxy)propan-2-yl]carbamate BrC[C@H](COC(F)F)NC(OC(C)(C)C)=O